methyl 3-[[5-[2-[3-[tert-butyl (dimethyl) silyl] oxy-1-methyl-propyl] phenyl]-2,4-difluoro-phenyl] sulfamoyl]-5-chloro-4-methoxy-benzoate [Si](C)(C)(C(C)(C)C)OCCC(C)C1=C(C=CC=C1)C=1C(=CC(=C(C1)NS(=O)(=O)C=1C=C(C(=O)OC)C=C(C1OC)Cl)F)F